Gadolinium-Gallium [Ga].[Gd]